CN(C1=C(C(=C(C(=C1N)C=C)C)C=C)N(C)C)C pentamethyldivinylbenzenetriamine